O1CCN(CC1)C1=NC(=NC(=C1)N1N=C(C=C1)C=1C=C(C=CC1)C)OCCNC1=CC=CC=C1 N-(2-((4-morpholino-6-(3-(m-tolyl)-1H-pyrazol-1-yl)pyrimidin-2-yl)oxy)ethyl)aniline